NN1CSCC1=O 3-aminothiazol-4-one